ethyl-5-oxo-2-(propane-2-ylidene)tetrahydro-1H-pyrrolizine C(C)C1C(CN2C(CCC12)=O)=C(C)C